CN(C=1C(=CC(=C(C1)N1/C(/SCC1=O)=N/C(=O)NC1=C(C=C(C=C1)C1=NN(C=N1)C1=NC=C(C=C1)C(F)(F)F)F)C(C)C)F)C (Z)-1-(3-(5-(dimethylamino)-4-fluoro-2-isopropylphenyl)-4-oxothiazolidin-2-ylidene)-3-(2-fluoro-4-(1-(5-(trifluoromethyl)pyridin-2-yl)-1H-1,2,4-triazol-3-yl)phenyl)urea